B(O)O.B(O)O.OC(C)(C)C(C)(C)O pinacol bisboronate